4-fluoro-3-(methoxycarbonyl)-phenylboronic acid FC1=C(C=C(C=C1)B(O)O)C(=O)OC